N-(2-(dimethylamino)-2-(1-methyl-1H-indol-3-yl)ethyl)-5-methyl-1H-indole-6-sulfonamide CN(C(CNS(=O)(=O)C1=C(C=C2C=CNC2=C1)C)C1=CN(C2=CC=CC=C12)C)C